octadecanediamide C(CCCCCCCCCCCCCCCCC(=O)N)(=O)N